C(C)(C)(C)C=1C=CC=C(C1)C1=CC=CC=C1 5-(tert-butyl)-(1,1'-biphenyl)